COC=1C=C(C=CC1OC(\C=C\C1=C(C=CC=C1)C)=O)C1NC(NC(=C1C(=O)OCC)C)=O (E)-ethyl 4-(3-methoxy-4-((3-(o-tolyl)acryloyl)oxy)phenyl)-6-methyl-2-oxo-1,2,3,4-tetrahydropyrimidine-5-carboxylate